C(C1=CC=CC=C1)OC=1N=NC(=CC1OCC1=CC=CC=C1)CC1=CC=CC2=CC=CC=C12 3,4-bis(benzyloxy)-6-(naphthalen-1-ylmethyl)pyridazine